3-[4-[4-(4-piperidinyl)-1-piperidinyl]-3-(trifluoromethyl)anilino]piperidine-2,6-dione N1CCC(CC1)C1CCN(CC1)C1=C(C=C(NC2C(NC(CC2)=O)=O)C=C1)C(F)(F)F